4-(4-morpholino-2-oxo-3H-benzimidazol-1-yl)cyclohexanecarboxylic acid methyl ester COC(=O)C1CCC(CC1)N1C(NC2=C1C=CC=C2N2CCOCC2)=O